FC1(CC(CC1)C(=O)O)F 3,3-difluorocyclopentane-1-carboxylic acid